2-(methylsulfonyl)pyrimidin-4-amine CS(=O)(=O)C1=NC=CC(=N1)N